3-octene-1,8-diol C(CC=CCCCCO)O